[Fe].[Ca] calcium-iron salt